C(C)(C)(C)OC(=O)N1CCC(CC1)N1N=NC(=C1C)C=1C=C(C=2N(C1)N=CC2F)OCC(=O)C2=NC=C(C=C2F)F 4-[4-[4-[2-(3,5-difluoro-2-pyridinyl)-2-oxo-ethoxy]-3-fluoro-pyrazolo[1,5-a]pyridin-6-yl]-5-methyl-triazol-1-yl]piperidine-1-carboxylic acid tert-butyl ester